2-Acetylferulic acid C(C)(=O)C1=C(/C=C/C(=O)O)C=CC(=C1OC)O